1-(1-azidoethyl)-3-fluoro-4-iodopyridin-2(1H)-one N(=[N+]=[N-])C(C)N1C(C(=C(C=C1)I)F)=O